O1CC(COC12CCCCC2)(C(=O)OC2CC(N(C(C2)(C)C)C)(C)C)C(=O)OC2CC(N(C(C2)(C)C)C)(C)C 1,5-dioxaspiro{5.5}undecane-3,3-dicarboxylic acid, bis(1,2,2,6,6-pentamethyl-4-piperidinyl) ester